6-bromo-4-((2,4-dimethoxybenzyl)amino)pyridine 2-heptylundecyl-palmitate C(CCCCCC)C(COC(CCCCCCCCCCCCCCC)=O)CCCCCCCCC.BrC1=CC(=CC=N1)NCC1=C(C=C(C=C1)OC)OC